CN1C2=C(OCC1)C=CC(=N2)CO 4-methyl-3,4-dihydro-2H-pyrido[3,2-b][1,4]Oxazin-6-yl-methanol